o-anisidine COC1=CC=CC=C1N